2-[(2E)-2-(aminomethyl)-3-fluoroprop-2-en-1-yl]-4-{3-[6-hydroxy-5-(trifluoromethyl)pyridin-3-yl]phenyl}-2,4-dihydro-3H-1,2,4-triazol-3-one hydrochloride Cl.NC/C(/CN1N=CN(C1=O)C1=CC(=CC=C1)C=1C=NC(=C(C1)C(F)(F)F)O)=C\F